(11E,15Z)-9,10,13-trihydroxyoctadeca-11,15-dienoic acid OC(CCCCCCCC(=O)O)C(\C=C\C(C\C=C/CC)O)O